COC1=C(C=CC=C1)[C@@H](C)N (1R)-1-(2-methoxyphenyl)ethylamine